C(C)(C)(C)OC(=O)N1[C@@H](CCC1)C1=C2CN(CC2=CC(=C1)Cl)C(NC=1SC=CN1)=O (S)-2-(6-chloro-2-(Thiazol-2-ylcarbamoyl)isoindolin-4-yl)pyrrolidine-1-carboxylic acid tert-butyl ester